COCCOCC1=NC(=CC=C1C(=O)C1C(CCCC1=O)=O)C(F)(F)F 2-({2-[(2-Methoxyethoxy)methyl]-6-(trifluoromethyl)pyridin-3-yl}carbonyl)cyclohexan-1,3-dion